C(C)OC1=CC=C(OC(=O)NC=2C=C3C(=CNC3=CC2)C=2CC3CCCCN3CC2)C=C1 5-(4-ethoxyphenoxy)carbonylamino-3-(1,4,5,6,7,8,9-heptahydroquinolizin-2-yl)-1H-indole